[6-[(5-cyclopropyl-3-methyl-pyrazol-1-yl)methyl]-2-azaspiro[3.3]heptan-2-yl]-[6-[3-(trifluoromethyl)-1,2,4-triazol-1-yl]-2-azaspiro[3.3]heptan-2-yl]methanone C1(CC1)C1=CC(=NN1CC1CC2(CN(C2)C(=O)N2CC3(C2)CC(C3)N3N=C(N=C3)C(F)(F)F)C1)C